[C@]12(COCC2C1)C=1N2C(=NN1)C[C@H](C2)C2=C(C=CC(=C2Cl)Cl)O 2-((6S)-3-((1R)-3-oxabicyclo[3.1.0]hexan-1-yl)-6,7-dihydro-5H-pyrrolo[2,1-c][1,2,4]triazol-6-yl)-3,4-dichlorophenol